CC1=NC=NC2=C(C=C(C=C12)Br)OCCCCNC 4-methyl-6-bromo-8-(N-methyl-4-aminobutoxy)quinazoline